4-hydroxytetrahydro-2H-thiopyran 1,1-dioxide OC1CCS(CC1)(=O)=O